(4-(5-chloro-2-(2,6-dioxopiperidin-3-yl)-1-oxoisoindolin-4-yl)but-3-yn-1-yl)picolinamide ClC=1C(=C2CN(C(C2=CC1)=O)C1C(NC(CC1)=O)=O)C#CCCC=1C(=NC=CC1)C(=O)N